Methyl (2R)-1-{[4-(tert-butoxycarbonylamino)-2-fluoro-3-nitrophenyl]methyl}-pyrrolidine-2-carboxylate C(C)(C)(C)OC(=O)NC1=C(C(=C(C=C1)CN1[C@H](CCC1)C(=O)OC)F)[N+](=O)[O-]